N-Sulfopropyl-dimethyl-acridinium S(=O)(=O)(O)CCC[N+]1=C2C=CC(=C(C2=CC2=CC=CC=C12)C)C